C1(CCCCC1)C1=C(C=C(C=C1)C1=NC(=NO1)C1=CC(=C(CN2CC(C2)C(=O)O)C=C1)C)C(F)(F)F 1-(4-(5-(4-cyclohexyl-3-(trifluoromethyl)phenyl)-1,2,4-oxadiazol-3-yl)-2-methylbenzyl)azetidine-3-carboxylic acid